NC1=C(C(N(C(N1C1CC1)=O)C)=O)C(=O)OCC ethyl 6-amino-1-cyclopropyl-3-methyl-2,4-dioxo-1,2,3,4-tetrahydropyrimidine-5-carboxylate